2,2'-bipyridine-6-carboxylic acid N1=C(C=CC=C1C(=O)O)C1=NC=CC=C1